2-bromo-1-(2-trimethylsilylethoxymethyl)imidazole-4-carbaldehyde BrC=1N(C=C(N1)C=O)COCC[Si](C)(C)C